F[C@H]1C[C@@H](CNC1)NC=1C2=C(N=CN1)C(=CC(=N2)C=2C=NN(C2)C2CCOCC2)C(=O)N 4-{[(3S,5S)-5-fluoropiperidin-3-yl]amino}-6-[1-(oxan-4-yl)-1H-pyrazol-4-yl]pyrido[3,2-d]pyrimidine-8-carboxamide